3-((1H-pyrazol-1-yl)methyl)azetidin-3-amine N1(N=CC=C1)CC1(CNC1)N